(3-(2-(4-bromobenzyloxy)naphthalen-1-yl)-propyl)ethylenediamine BrC1=CC=C(COC2=C(C3=CC=CC=C3C=C2)CCCNCCN)C=C1